NC1=NC(=NC=C1)C=1C(=NN(C1O[C@H](CCNC1=C(C=NC(=C1)Cl)C1=NC(=CC=C1)C(C)(C)O)C)C)C (S)-2-(4'-((3-((4-(4-Aminopyrimidin-2-yl)-1,3-dimethyl-1H-pyrazol-5-yl)oxy)butyl)amino)-6'-chloro-[2,3'-bipyridin]-6-yl)propan-2-ol